ALLYL CAPROATE (allyl hexanoate) C(C=C)C(C(=O)O)CCCC.C(CCCCC)(=O)OCC=C